tert-butyl 6-(ethoxymethyl)-2-formyl-9,9-dimethylacridine-10(9H)-carboxylate C(C)OCC=1C=C2N(C=3C=CC(=CC3C(C2=CC1)(C)C)C=O)C(=O)OC(C)(C)C